(2R,4R)-6-chloro-N-{3-[4-(4-chloro-3-fluorophenyl)-1H-1,2,3-triazol-1-yl]bicyclo[1.1.1]pentan-1-yl}-4-hydroxy-3,4-dihydro-2H-1-benzopyran-2-carboxamide ClC=1C=CC2=C([C@@H](C[C@@H](O2)C(=O)NC23CC(C2)(C3)N3N=NC(=C3)C3=CC(=C(C=C3)Cl)F)O)C1